2,4,6-trimethyl-7-heptanol CC(C)CC(CC(CO)C)C